N(C1=CC=CC=C1)C1=C(NC2=C1C(NC(C2)(C)C)=O)C2=CC(=NC=C2)NC(C(CC(F)F)C2=CC=C(C=C2)F)=O N-[4-(3-anilino-6,6-dimethyl-4-oxo-4,5,6,7-tetrahydro-1H-pyrrolo[3,2-c]pyridin-2-yl)pyridin-2-yl]-4,4-difluoro-2-(4-fluorophenyl)butanamide